[2-(3,4-Epoxycyclohexyl)ethyl]trimethoxysilan C1(CC2C(CC1)O2)CC[Si](OC)(OC)OC